N1C(=CC2=CC=CC=C12)C(=O)NN 2-indolehydrazide